FC=1C=CC(=NC1)NC(C1=NC=CC=C1)=O N-(5-fluoropyridin-2-yl)picolinamide